C[Si](N(CCCCC)CCCCC)(C)C N-(trimethylsilyl)dipentylamine